6-(2,4-dimethylphenoxy)-2-Fluoro-N-(4-fluoro-3-(N-hydroxycarbamoyl)phenyl)-3-(trifluoromethyl)benzamide CC1=C(OC2=CC=C(C(=C2C(=O)NC2=CC(=C(C=C2)F)C(NO)=O)F)C(F)(F)F)C=CC(=C1)C